tin dimethyllaurate CC(C(=O)[O-])(CCCCCCCCCC)C.[Sn+4].CC(C(=O)[O-])(CCCCCCCCCC)C.CC(C(=O)[O-])(CCCCCCCCCC)C.CC(C(=O)[O-])(CCCCCCCCCC)C